1-((2R,3R,4S,5R)-3,4-dihydroxy-5-(hydroxymethyl)tetrahydrofuran-2-yl)-5-nitro-1H-imidazole-4-carboxamide O[C@H]1[C@@H](O[C@@H]([C@H]1O)CO)N1C=NC(=C1[N+](=O)[O-])C(=O)N